BrC=1SC(=CN1)CN1C(NC(C=C1)=O)=O 1-[(2-Bromo-1,3-thiazol-5-yl)methyl]-1,2,3,4-tetrahydropyrimidine-2,4-dione